NC1=NC=CC=C1C1=NC=2C(=NC(=CC2)C2=C(C=CC=C2)Cl)N1C1=CC=C(CN2CCN(CC2)C2=NC=CC(=N2)C#N)C=C1 2-(4-(4-(2-(2-Aminopyridin-3-yl)-5-(2-chlorophenyl)-3H-imidazo[4,5-b]pyridin-3-yl)benzyl)piperazin-1-yl)pyrimidine-4-carbonitrile